N-(2-chloro-5-cyanobenzyl)carbamimidothioic acid ClC1=C(CNC(=N)S)C=C(C=C1)C#N